1-(2H-benzo[d][1,2,3]triazol-5-yl)ethanone N=1NN=C2C1C=CC(=C2)C(C)=O